2,3-dibromobiphenyl BrC1=C(C=CC=C1Br)C1=CC=CC=C1